azoxane N1OCCCC1